4-((1-(4-(2-(2-aminopyridin-3-yl)-5-(hydroxymethyl)-3H-imidazo[4,5-b]pyridin-3-yl)benzyl)piperidin-4-yl)amino)pyrimidine-2-carbonitrile NC1=NC=CC=C1C1=NC=2C(=NC(=CC2)CO)N1C1=CC=C(CN2CCC(CC2)NC2=NC(=NC=C2)C#N)C=C1